1'-[3-chloro-2-(trifluoromethyl)phenyl]-2-(2-ethoxypyridin-3-yl)-7-[(3-hydroxy-1-methylazetidin-3-yl)methyl]spiro[6H-1,7-naphthyridine-5,4'-piperidine]-8-one ClC=1C(=C(C=CC1)N1CCC2(CC1)C=1C=CC(=NC1C(N(C2)CC2(CN(C2)C)O)=O)C=2C(=NC=CC2)OCC)C(F)(F)F